methyl (1R,2S,5S)-3-[(2S,3R)-2-(cyclopropanecarbonylamino)-3-methyl-pentanoyl]-6,6-dimethyl-3-azabicyclo[3.1.0]hexane-2-carboxylate C1(CC1)C(=O)N[C@H](C(=O)N1[C@@H]([C@H]2C([C@H]2C1)(C)C)C(=O)OC)[C@@H](CC)C